2,2'-dithiodiacetic acid dipropyl ester C(CC)OC(CSSCC(=O)OCCC)=O